4-allyl-3,5-dimethylphenol C(C=C)C1=C(C=C(C=C1C)O)C